5-(2-fluoro-6-methoxyphenyl)pyridazin-4-amine FC1=C(C(=CC=C1)OC)C=1C(=CN=NC1)N